F[P-](F)(F)(F)(F)F.C(C)(=O)OC1=CC=C(C=C1)SC1=CC=C(C=C1)[S+](C1=CC=C(C=C1)SC1=CC=C(C=C1)OC(C)=O)C1=CC=C(C=C1)SC1=CC=C(C=C1)OC(C)=O tris(4-(4-acetoxyphenyl)thiophenyl)sulfonium hexafluorophosphate